COC1=C(C(=O)NS(=O)(=O)C2=CC=C(C=C2)NC(=O)N(C)C)C=CC=C1 1-[4-(N-2-methoxybenzoylaminosulfonyl)phenyl]-3,3-dimethylurea